2-chloro-6-ethyl-5H-pyrrolo[3,4-b]pyridin-7-one ClC1=CC=C2C(=N1)C(N(C2)CC)=O